COC1=CC=C(C=C1)C=1OC2=CC=CC=3C2=C(C1)C=CC3 2-(4-methoxyphenyl)benzo[de]chromene